C1(CCCC1)C(=O)N1C2CN(CC1CC2)CC2=C(N=C1N2C=CC=N1)C1=CC=C(C=C1)C1CC1 cyclopentyl(3-{[2-(4-cyclopropylphenyl)imidazo[1,2-a]pyrimidin-3-yl]methyl}-3,8-diazabicyclo[3.2.1]octan-8-yl)methanone